TRANS-4-METHYL-2-HEXENE CC(/C=C/C)CC